C(CCC)N(C(CCCCCCCCC(CCCCCCCCC(=O)N(CCCCCCCCCC)CCCCCCCCCC)=O)=O)C(CCCCCCCC)CCCCCCCC N1-butyl-N19,N19-didecyl-N-(heptadecan-9-yl)-10-oxononadecanediamide